IC[C@@]1(OC2=C(C1)C=C(C(=C2)N2CCOCC2)NC(C2=NC(=CC=C2)C(F)(F)F)=O)C (R)-N-(2-(iodomethyl)-2-methyl-6-morpholino-2,3-dihydrobenzofuran-5-yl)-6-(trifluoromethyl)picolinamide